NC1=C(C(=O)NC23CCC(CC2)(CC3)O)C=C(C=N1)C=1C=C3COC2(CCN(CC2)C(C)C)C3=CC1 2-amino-N-(4-hydroxy-bicyclo[2.2.2]oct-1-yl)-5-(1'-isopropyl-3H-spiro[isobenzofuran-1,4'-piperidin]-5-yl)nicotinamide